ClC1=CC2=C(C=C3N2C(=NN(C3=O)CC(=O)NC3CCCCC3)C(C)C)S1 (1R,3S)-3-(2-(2-Chloro-5-isopropyl-8-oxothieno[2',3':4,5]pyrrolo[1,2-d][1,2,4]triazin-7(8H)-yl)acetamido)cyclohexan